(S)-4-(tert-butyl)-8-(3-fluoropyridin-4-yl)-4-hydroxy-1,3,4,5-tetrahydro-6H-pyrano[4,3-b]thieno[3,2-d]pyridin-6-one C(C)(C)(C)[C@]1(COCC2=C1NC(C1=C2C=C(S1)C1=C(C=NC=C1)F)=O)O